methyl 7-({5-carbamoyl-2-[(6-methoxy-2-methyl-1,2,3,4-tetrahydroisoquinolin-7-yl)amino]pyrimidin-4-yl}amino)bicyclo[3.3.1]nonane-3-carboxylate C(N)(=O)C=1C(=NC(=NC1)NC1=C(C=C2CCN(CC2=C1)C)OC)NC1CC2CC(CC(C1)C2)C(=O)OC